C1=CC=CC=2C3=CC=CC=C3C(C12)COC(=O)N[C@@H](CCCCNC(CCOCCOCCOCCOCCOCCOCCOCCOCCOCCOCCOCCOC)=O)C(=O)OC(C)(C)C tert-butyl (S)-44-((((9H-fluoren-9-yl) methoxy) carbonyl) amino)-38-oxo-2,5,8,11,14,17,20,23,26,29,32,35-dodecaoxa-39-azapentatetracontan-45-oate